methyl 4-(2-(methoxycarbonyl)-1-((4-methylphenyl) sulfonamido) allyl)-3-nitrobenzoate COC(=O)C(C(NS(=O)(=O)C1=CC=C(C=C1)C)C1=C(C=C(C(=O)OC)C=C1)[N+](=O)[O-])=C